O=C1N(CCC(N1)=O)C=1C=NN2C1C=C(C=C2)C[C@H]2C[C@@H](N(CC2)C(=O)N(C)CC)C (2S,4R)-4-((3-(2,4-dioxotetrahydropyrimidin-1(2H)-yl)pyrazolo[1,5-a]pyridin-5-yl)methyl)-N-ethyl-N,2-dimethylpiperidine-1-carboxamide